C1=CC=C2C(=C1)C(=CN2)C(=O)C#N The molecule is a member of the class of indoles that is 1H-indole which is substituted by a nitriloacetyl group at the 3 position. It has a role as an Arabidopsis thaliana metabolite. It is an alpha-ketonitrile and a member of indoles.